N1-cyclopropyl-2-methyl-N1-(1-(3-(trifluoromethyl)phenyl)cyclopropyl)propan-1,2-Diamin C1(CC1)N(CC(C)(N)C)C1(CC1)C1=CC(=CC=C1)C(F)(F)F